O=C(CN1CCC(CC1)NC1=C2C=CC=NC2=C(C=C1)C(=O)NC1=NC=CC=N1)N1[C@@H](CCC1)C#N 5-[[1-[2-Oxo-2-[(2S)-2-cyanopyrrolidin-1-yl]ethyl]-4-piperidyl]amino]-N-pyrimidin-2-yl-chinolin-8-carboxamid